butylene 2,6-naphthalenedicarboxylate C1=C2C=CC3=CC(=CC=C13)C(=O)OCCCCOC2=O